C(C)OC=1C=C(C=CC1)C=1C=C(SC1)C(=O)N1CCN(CC1)C1=CC=C(N=N1)C(=O)NS(=O)(=O)C1=CC(=C(C=C1)NCCSC1=CC=CC=C1)C(F)(F)F 6-[4-[4-(3-Ethoxyphenyl)thiophene-2-carbonyl]piperazin-1-yl]-N-[4-(2-phenylsulfanylethylamino)-3-(trifluoromethyl)phenyl]sulfonylpyridazine-3-carboxamide